CC(COC1=NC=CC=C1OC(F)(F)F)(C)NC(C[C@H]1N(CCC1)C)=O (S)-N-(2-methyl-1-((3-(trifluoromethoxy)pyridin-2-yl)oxy)propan-2-yl)-2-(1-methylpyrrolidin-2-yl)acetamide